C(CCC)[As](O)(=O)C butyl-methyl-arsinic acid